The molecule is an aromatic amide resulting from the formal condensation of the carboxy group of 3,5-diiodosalicylic acid with the amino group of aniline substituted at positions 2, 4, and 5 by methyl, (4-chlorophenyl)(cyano)methyl, and methyl groups respectively. It is a nitrile, a member of phenols, an organoiodine compound, a monocarboxylic acid amide, an aromatic amide and a member of monochlorobenzenes. CC1=CC(=C(C=C1NC(=O)C2=C(C(=CC(=C2)I)I)O)Cl)C(C#N)C3=CC=C(C=C3)Cl